3-chloro-4-(6-(1-methylcyclopropoxy)-9-((4-methylpyridin-2-yl)methyl)-9H-purin-8-yl)aniline ClC=1C=C(N)C=CC1C=1N(C2=NC=NC(=C2N1)OC1(CC1)C)CC1=NC=CC(=C1)C